C(C)(C)(C)OC(=O)N([C@H](C(=O)O)C)C (S)-2-(tert-butoxycarbonyl-methyl-amino)-propionic acid